CN(C)C=C1C(CC2=C(C(=C(O2)C(=O)[O-])C)C1=O)C(F)(F)F 5-[(dimethylamino)methylidene]-3-methyl-4-oxo-6-(trifluoromethyl)-4,5,6,7-tetrahydro-1-benzofuran-2-carboxylate